6-[3-[(6-methoxy-3-pyridyl)oxy]-7,8-dihydro-5H-1,6-naphthyridin-6-yl]-5-methyl-pyridine-3-carbonitrile COC1=CC=C(C=N1)OC=1C=NC=2CCN(CC2C1)C1=C(C=C(C=N1)C#N)C